(4S)-methyl 4-(2-chloro-4-fluorophenyl)-6-((2R,3R,4R,5S)-4-(methoxycarbonyl) cuban-1-yl)-2-(thiazol-2-yl)-1,4-dihydropyrimidine-5-carboxylate ClC1=C(C=CC(=C1)F)[C@H]1N=C(NC(=C1C(=O)OC)C12C3C4C5(C3C1C5C24)C(=O)OC)C=2SC=CN2